C(CC)N(C(=O)N)CCCCCCCCCCCC N-propyl-N-dodecylurea